tert-butyl N-[2-(4-nitrophenyl)-2-oxoethyl]carbamate [N+](=O)([O-])C1=CC=C(C=C1)C(CNC(OC(C)(C)C)=O)=O